((S)-3-(benzo[d][1,3]dioxol-4-yl)-2-(dimethylamino)propyl)-3-(2-methylphenylethyl)urea O1COC2=C1C=CC=C2C[C@@H](CNC(=O)NCCC2=C(C=CC=C2)C)N(C)C